N(C(=N)N)CCCCCCCCCCNC(=N)N 1,10-diguanidinodecane